OCCCN1N(N(C=C1CN)CCCO)CCCO tris-hydroxypropyltriazolylmethylamine